ethyl 1-[(4-acetylphenyl) carbonyl]-2-fluoroindolizine-3-carboxylate C(C)(=O)C1=CC=C(C=C1)C(=O)C=1C(=C(N2C=CC=CC12)C(=O)OCC)F